ClC=1C=C(C=CC1C(F)(F)F)NC(=O)N1C2CCC1CC=1C=NC=CC12 N-(3-chloro-4-(trifluoromethyl)phenyl)-6,7,8,9-tetrahydro-5H-5,8-epiminocyclohepta[c]pyridine-10-carboxamide